N-(cyclopropylmethyl)-N-{4-[(2S)-2,3-dihydro-1,4-benzodioxin-2-yl]benzyl}cyclohexylamine C1(CC1)CN(CC1=CC=C(C=C1)[C@H]1COC2=C(O1)C=CC=C2)C2CCCCC2